CC1=NC2=C(C(=CC=C2C(N1)=O)C)C 2,7,8-trimethylquinazolin-4(3H)-one